C(C)OC1=CC=C(C=C1)CC(=COCCC1=CC=CC=C1)CC 1-ethoxy-4-(2-ethyl-3-phenethoxyallyl)benzene